4-hydroxy-3'-amino-5-carboxybiphenyl OC1=CC=C(C=C1C(=O)O)C1=CC(=CC=C1)N